COC1=C(C=CC(=C1)NC(=O)C1(CCCC1)C1=NC=CC=C1)NC(C1=CC(=CC=C1)Cl)=O N-(2-methoxy-4-(1-(pyridin-2-yl)cyclopentane-1-carboxamido)phenyl)-3-chloro-benzamide